ClC=1C(=NC(=NC1N1CC(C1)O)C1CC1)NC1=NNC2=CC(=CC=C12)[C@@H]1C[C@@]12C(NC1=CC=C(C=C21)OC)=O (1r,2s)-2-(3-{[5-chloro-2-cyclopropyl-6-(3-hydroxyazetidin-1-yl)pyrimidin-4-yl]amino}-1H-indazol-6-yl)-5'-methoxy-1'H-spiro[cyclopropan-1,3'-indol]-2'-one